3-Amino-6-cyclobutyl-4-(7-fluoro-1H-indazol-4-yl)-1H-1,7-phenanthrolin-2-one NC=1C(NC2=C3C=CC=NC3=C(C=C2C1C1=C2C=NNC2=C(C=C1)F)C1CCC1)=O